N1(CCCC1)C(=O)OC1=C(C=C(C=C1)Cl)Cl 2,4-dichlorophenyl 1-pyrrolidinecarboxylate